8-((3R,3'R)-3'-hydroxy-1,4-dihydro-1'H,2H-spiro[isoquinoline-3,4'-piperidine]-1'-carbonyl)-4-(propan-2-yl)-1,2,3,4-tetrahydro-5H-1,4-benzodiazepin-5-one O[C@@H]1CN(CC[C@@]12NCC1=CC=CC=C1C2)C(=O)C2=CC1=C(C(N(CCN1)C(C)C)=O)C=C2